[Co+2].C(C)(C)C1=NC=CC=C1 isopropyl-pyridine cobalt (II)